2-(trichlorosilyl)ethyl-succinic anhydride Cl[Si](CCC1C(=O)OC(C1)=O)(Cl)Cl